C(C)OC(=O)C1=NN(C=2N1C(C(=C(N2)C2=CC=C(C=C2)OC)C#N)=O)C2=CC=CC=C2 6-cyano-7-(4-methoxyphenyl)-5-oxo-1-phenyl-1,5-dihydro[1,2,4]triazolo[4,3-a]pyrimidine-3-carboxylic acid ethyl ester